ClC=1C=C(C=CC1)C=1N=C(NC1)C=1C=C(C=O)C=CC1 3-(4-(3-chlorophenyl)-1H-imidazol-2-yl)benzaldehyde